isoindolethioate C=1(NC=C2C=CC=CC12)C([O-])=S